2-chloro-4-(m-tolylamino)pyrimidine-5-carbonitrile ClC1=NC=C(C(=N1)NC=1C=C(C=CC1)C)C#N